(1S,4S,5R)-5-[5-cyclopropyl-3-(2,6-dichlorophenyl)-1,2-oxazol-4-yl]methoxy-2-azabicyclo[2.2.1]heptane C1(CC1)C1=C(C(=NO1)C1=C(C=CC=C1Cl)Cl)CO[C@H]1[C@@H]2CN[C@H](C1)C2